C(C=C)[N+](C)(C)CC#N allyl-(cyanomethyl)-dimethyl-ammonium